FC1=C(OCCCC2=C(N=C(S2)N(C=2N=NC(=C(C2)C)\N=C\2/SC3=C(N2COCC[Si](C)(C)C)C=CC=C3)C)C(=O)OCC)C=CC(=C1)I ethyl 5-[3-(2-fluoro-4-iodo-phenoxy)propyl]-2-[methyl-[5-methyl-6-[(Z)-[3-(2-trimethylsilylethoxymethyl)-1,3-benzothiazol-2-ylidene]amino]pyridazin-3-yl]amino]thiazole-4-carboxylate